COCOC=1C=C2C=CC3=C(OC=C3)C2=C(C1)B1OC(C(O1)(C)C)(C)C 2-(7-(methoxymethoxy)naphtho[1,2-b]furan-9-yl)-4,4,5,5-tetramethyl-1,3,2-dioxaborolane